FC(OC=1C=C(O[C@H]2CN(CC2)C2CCOCC2)C=CC1)(F)F 4-[(3R)-3-[3-(trifluoromethoxy)phenoxy]pyrrolidin-1-yl]tetrahydropyran